4-(4-Amino-3-(4-phenoxyphenyl)-1H-pyrazolo[3,4-d]pyrimidin-1-yl)piperidine NC1=C2C(=NC=N1)N(N=C2C2=CC=C(C=C2)OC2=CC=CC=C2)C2CCNCC2